C(=O)(OCC1=CC=CC=C1)N[C@@H](C(C)C)C(=O)O carbobenzyloxy-L-valine